C(C)OC(=O)C=1C(=NC(=NC1)SC)N[C@@H]1C[C@@H](C1)C(N)=O 4-((cis-3-carbamoylcyclobutyl)amino)-2-(methylthio)pyrimidine-5-carboxylic acid ethyl ester